(4-carboxybutyl)-triphenylphosphine C(=O)(O)CCCCC1=C(C=CC=C1)P(C1=CC=CC=C1)C1=CC=CC=C1